(S)-N-tert-butoxycarbonyl-3-hydroxypiperidine CC(C)(C)OC(=O)N1CCC[C@@H](C1)O